ClC1=CC(=C(C=C1Cl)O)CN1CCC(CC1)C(C)(C)O 4,5-dichloro-2-[[4-(2-hydroxypropan-2-yl)piperidin-1-yl]methyl]phenol